(S)-(4-(4-fluorobenzo[d]thiazol-2-yl)-6,7-dihydro-1H-imidazo[4,5-c]pyridin-5(4H)-yl)(3-(trifluoromethyl)-1H-pyrazol-5-yl)methanone FC1=CC=CC2=C1N=C(S2)[C@H]2N(CCC1=C2N=CN1)C(=O)C1=CC(=NN1)C(F)(F)F